N-[3-chloro-2-(4,4-dimethyl-1-piperidyl)phenyl]-5-cyclopentylsulfonyl-thiophene-2-sulfonamide ClC=1C(=C(C=CC1)NS(=O)(=O)C=1SC(=CC1)S(=O)(=O)C1CCCC1)N1CCC(CC1)(C)C